C(C)(C)(C)OC(=O)N1C[C@H]2COC3=C(C(N2CC1)=O)C=CC(=C3Cl)C3=C1C=NNC1=CC=C3C (12aS)-10-chloro-9-(5-methyl-1H-indazol-4-yl)-6-oxo-3,4,12,12a-tetrahydro-6H-benzo[f]pyrazino[2,1-c][1,4]oxazepine-2(1H)-carboxylic acid tert-butyl ester